m-dichlorobenzyl chloride ClC1(CCl)CC(=CC=C1)Cl